N-[3-(3-bromophenyl)-1,2-oxazol-5-yl]-4-{2-methyl-5H,6H,7H-pyrazolo[1,5-a]pyrimidin-4-yl}-4-oxobutanamide BrC=1C=C(C=CC1)C1=NOC(=C1)NC(CCC(=O)N1C=2N(CCC1)N=C(C2)C)=O